C(C(O)CO)OC(CCCCCCCCCCCCC)=O glyceryl-myristate